C1(CCCCC1)C1=CC=C(C=C1)C1=NC2=C(N1)C=CC(=C2)NC(=O)NC=2C(=C1C=CC(OC1=CC2)(C)C)OC 1-(2-(4-cyclohexylphenyl)-1H-benzo[d]imidazol-5-yl)-3-(5-methoxy-2,2-dimethyl-2H-chromen-6-yl)urea